COC=1SC2=C(N1)C(=CC=C2N2C[C@@H](N([C@H](C2)C)C(=O)OC(C)(C)C)C)C(NC=2N=C(C=1N(C2)C=C(N1)C)OC)=O tert-butyl (2S,6S)-4-[2-methoxy-4-[(8-methoxy-2-methyl-imidazo[1,2-a]pyrazin-6-yl)carbamoyl]-1,3-benzothiazol-7-yl]-2,6-dimethyl-piperazine-1-carboxylate